N[C@H](C#CC=1C(=C(C(=CC1)O)N1CC(NS1(=O)=O)=O)F)C (S)-5-(3-(3-aminobut-1-yn-1-yl)-2-fluoro-6-hydroxyphenyl)-1,2,5-thiadiazolidin-3-one 1,1-dioxide